C(C)(C)(C)OC(=O)N[C@@H](C(C)(C)SC(C1=CC=CC=C1)(C1=CC=CC=C1)C1=CC=CC=C1)C(=O)O N-[tert-butoxycarbonyl]-3-[(triphenylmethyl)thio]-L-valine